7-chloro-N-[5-(2,2-difluoroethyl)-4,6-dimethoxy-pyrimidin-2-yl]-1-keto-2H-isoquinoline-4-sulfonamide ClC1=CC=C2C(=CNC(C2=C1)=O)S(=O)(=O)NC1=NC(=C(C(=N1)OC)CC(F)F)OC